CC(=CC)C1=C(C2=CC=CC=C2C=C1)C1=C(C=CC(=C1)OC)P(C1=CC=CC=C1)C1=CC=CC=C1 (2-(2-(but-2-en-2-yl)naphthalen-1-yl)-4-methoxyphenyl)diphenylphosphine